COC1=C(OC2CN(C2)[C@@H]2[C@@H](CCC2)OC=2C=C3CN(C(C3=CC2)=O)C2C(NC(CC2)=O)=O)C=CC=C1 3-(5-(((1R,2S)-2-(3-(2-methoxyphenoxy)azetidin-1-yl)cyclopentyl)oxy)-1-oxoisoindolin-2-yl)piperidine-2,6-dione